C(C)(C)(C)N(C(O)=O)[C@H]1CN(CC1)C1=NN=C(C2=CC(=CC=C12)[N+](=O)[O-])N1CC(C1)C#N.[N+](=O)([O-])C=1C(=NC=CC1)N1CCNCC1 1-(3-nitropyridin-2-yl)piperazine (R)-tert-butyl-(1-(4-(3-cyanoazetidin-1-yl)-6-nitrophthalazin-1-yl)pyrrolidin-3-yl)carbamate